5-(cyanomethyl)-N-methylpyrazine-2-sulfonamide C(#N)CC=1N=CC(=NC1)S(=O)(=O)NC